C(C)(SCCCCN)=O S-(4-aminobutyl) ethanethioate